C(C)(=O)OCCCN(CC)C(=O)C1=CC2=CC(=C(C(=C2C=C1)[N+](=O)[O-])O)O 3-[(6,7-dihydroxy-5-nitro-naphthalene-2-carbonyl)-ethyl-amino]propyl acetate